(2R)-7-amino-4-benzyl-6-fluoro-2-methyl-2H-1,4-benzoxazin-3-one NC1=CC2=C(N(C([C@H](O2)C)=O)CC2=CC=CC=C2)C=C1F